2-{3-[(3S)-3-tert-butylpiperazin-1-yl]-1,2,4-triazin-6-yl}-4-fluoro-5-[1-(2H3)methyl-1H-pyrazol-4-yl]phenol C(C)(C)(C)[C@H]1CN(CCN1)C=1N=NC(=CN1)C1=C(C=C(C(=C1)F)C=1C=NN(C1)C([2H])([2H])[2H])O